((1S,4S)-4-(7-(1-(2-hydroxy-2-methylpropyl)-1H-pyrazol-4-yl)-3-methyl-8-(1-methyl-1H-indazol-5-yl)-2-oxo-3,6-dihydroimidazo[4,5-d]pyrrolo[2,3-b]pyridin-1(2H)-yl)cyclohexyl)acetonitrile OC(CN1N=CC(=C1)C1=C(C=2C(=NC=C3C2N(C(N3C)=O)C3CCC(CC3)CC#N)N1)C=1C=C3C=NN(C3=CC1)C)(C)C